COC(=O)[C@@H]1C[C@@H](CCC1)N(C)C(C1=CC(=CC=C1)Cl)=O (1S,3R)-3-[(3-chlorobenzoyl)-methyl-amino]cyclohexanecarboxylic acid methyl ester